5-(3-(6-(benzyloxy)pyridin-3-yl)-2-fluoro-6-hydroxyphenyl)-1,2,5-thiadiazolidin-3-one 1,1-dioxide C(C1=CC=CC=C1)OC1=CC=C(C=N1)C=1C(=C(C(=CC1)O)N1CC(NS1(=O)=O)=O)F